C(CCCC[C@@H]1SC[C@@H]2NC(=O)N[C@H]12)(=O)NC(C(=O)O)CCCC (+)-biotinamidocaproic acid